C1(CC1)OC=1C=NC(=C(C(=O)NC)C1)C=O 5-CYCLOPROPOXY-2-FORMYL-N-METHYLNICOTINAMIDE